9-[4-(2,6-dioxo-3-piperidinyl)-2,3-dihydro-1,4-benzoxazin-8-yl]-3-azaspiro[5.5]undecane-3-carboxylic acid tert-butyl ester C(C)(C)(C)OC(=O)N1CCC2(CC1)CCC(CC2)C2=CC=CC=1N(CCOC12)C1C(NC(CC1)=O)=O